FC(C1=NN=C(O1)C=1C=CC(=NC1)CN1C(C2=CC(=CC=C2C(C1=O)(C)C)C=1CCS(CC1)(=O)=N)=O)F 2-((5-(5-(difluoromethyl)-1,3,4-oxadiazol-2-yl)pyridin-2-yl)methyl)-7-(1-imino-1-oxo-1,2,3,6-tetrahydro-1λ6-thiopyran-4-yl)-4,4-dimethylisoquinoline-1,3(2H,4H)-dione